NC(C)C=1C=C(C=CC1)S(=O)(=O)N1CC(CC(C1)C1=CC=CC=C1)C(=O)N1CCOCC1 (1-((3-(1-Aminoethyl)phenyl)sulfonyl)-5-phenylpiperidin-3-yl)(morpholino)methanone